C(C)N1N=C(C(=C1)C=1C=C(C=2N(C1)N=CC2C#N)C=2C=NC(=CC2)N2CCNCC2)C 6-(1-ethyl-3-methyl-1H-pyrazol-4-yl)-4-(6-(piperazin-1-yl)pyridin-3-yl)pyrazolo[1,5-a]pyridine-3-carbonitrile